C1(=CC=CC2=CC=CC=C12)N(C1=CC=C(C=C1)C1=CC=C(C=C1)C1=CC=C(C=C1)C1=CC=C(C=C1)N(C1=CC=CC=C1)C1=CC=CC2=CC=CC=C12)C1=CC=CC=C1 N4,N4'''-Di(naphthalin-1-yl)-N4,N4'''-diphenyl-[1,1':4',1'':4'',1'''-quaterphenyl]-4,4'''-diamin